ClC1=C(C=CC=C1OC)C(=O)N1C(C=2C(CC1)=C(N(N2)C)C=2N=NNN2)C (2-chloro-3-methoxy-phenyl)-[2,7-dimethyl-3-(2H-tetrazol-5-yl)-5,7-dihydro-4H-pyrazolo[3,4-c]pyridine-6-yl]methanone